3-Amino-8-(2-fluoro-6-methoxyphenyl)-N-cyclobutylimidazo[1,2-a]pyridine-2-carboxamide NC1=C(N=C2N1C=CC=C2C2=C(C=CC=C2OC)F)C(=O)NC2CCC2